Lithium 1,2,3-dithiazolidine S1SNCC1.[Li]